[N+](=[N-])=NC1=CC=C(S(=O)(=O)O)C=C1 diazosulfanilic acid